2-Phenylsulfonyl-3-phenylpropanoic acid C1(=CC=CC=C1)S(=O)(=O)C(C(=O)O)CC1=CC=CC=C1